(1s,3s)-3-methyl-3-((6-(1-methyl-1H-pyrazol-4-yl)pyrazolo[1,5-a]pyrazin-4-yl)oxy)cyclobutan-1-amine CC1(CC(C1)N)OC=1C=2N(C=C(N1)C=1C=NN(C1)C)N=CC2